CC(CCC)C=1C=C(OC2=C(N=NN2)C(=O)O)C=CC1 5-(3-(pentan-2-yl)phenoxy)-1H-1,2,3-triazole-4-carboxylic acid